((3R)-1-(5-((Z)-4,4,4-trifluoro-1-(3-fluoro-1-(tetrahydro-2H-pyran-2-yl)-1H-indazol-5-yl)-2-phenylbut-1-en-1-yl)pyridin-2-yl)pyrrolidin-3-yl)carbamate FC(C/C(=C(\C=1C=C2C(=NN(C2=CC1)C1OCCCC1)F)/C=1C=CC(=NC1)N1C[C@@H](CC1)NC([O-])=O)/C1=CC=CC=C1)(F)F